CC1=NNC(=C1C1=CC=C(NC([C@H]([C@H]2CCCC3(CC3)C2)NC(=O)C=2N(N=CC2)C(C)C)=O)C=C1)C N-[(1S)-2-[4-(3,5-dimethyl-1H-pyrazol-4-yl)anilino]-2-oxo-1-[(7S)-spiro[2.5]octan-7-yl]ethyl]-2-isopropyl-pyrazole-3-carboxamide